(±)-1-(1-benzyl-3,5-dimethyl-1H-pyrazol-4-yl)-2,2,2-trifluoroethanol C(C1=CC=CC=C1)N1N=C(C(=C1C)[C@H](C(F)(F)F)O)C |r|